BrC1=C(N=C(N1)C)[N+](=O)[O-] 5-Bromo-2-methyl-4-nitro-1H-imidazole